C(C)OC1=CC=C(C=N1)C1=C(C(=O)OC)C=C(C=C1)NC(=O)C1(CC1)C1=C(C=C(C=C1)C(F)(F)F)F Methyl 2-(6-ethoxypyridin-3-yl)-5-[({1-[2-fluoro-4-(trifluoromethyl) phenyl]cyclopropyl}carbonyl) amino]benzoate